BrC1=CC2=CN(N=C2C=C1)C1CCN(CC1)C1COC1 5-Bromo-2-(1-(oxetan-3-yl)piperidin-4-yl)-2H-indazole